ClC1=C(C=C(C=C1)B1OC(C(O1)(C)C)(C)C)O 2-chloro-5-(tetramethyl-1,3,2-dioxaborolan-2-yl)phenol